C(N)(=N)C=1C=C(SC1)[C@@H](C)NC(=O)[C@H]1N(CC2(OCCO2)C1)C(CNC(=O)C=1C(=CC=2C(C3=CC=CC=C3C2C1)(F)F)C)=O (S)-N-((R)-1-(4-carbamimidoylthiophen-2-yl)ethyl)-7-((9,9-difluoro-2-methyl-9H-fluorene-3-carbonyl)glycyl)-1,4-dioxa-7-azaspiro[4.4]nonane-8-carboxamide